(4-methoxybenzylamino)-1,3-dioxepan-5-ol COC1=CC=C(CNC2OCCC(CO2)O)C=C1